COCCCCOC=1C=C(C=CC1N1CCC(CC1)C(F)(F)F)C1(CCC(CC1)N)N 1-(3-(4-methoxybutoxy)-4-(4-(trifluoromethyl)piperidin-1-yl)phenyl)cyclohexane-1,4-diamine